6-(4-(4-((7-Bromo-2-(2,6-dioxopiperidin-3-yl)-1,3-dioxoisoindoline-5-yl)methyl)piperazin-1-yl)piperidin-1-yl)-2-(4-phenoxyphenyl)nicotinamide BrC=1C=C(C=C2C(N(C(C12)=O)C1C(NC(CC1)=O)=O)=O)CN1CCN(CC1)C1CCN(CC1)C1=NC(=C(C(=O)N)C=C1)C1=CC=C(C=C1)OC1=CC=CC=C1